C(=O)(OCC1C2=CC=CC=C2C2=CC=CC=C12)N[C@@H](CCCN)C(=O)O Fmoc-L-ornithine